C(C)(=O)OC(C)C1=C(O)C=CC(=C1)O 1-acetoxyethyl-quinol